N-(3-chlorophenyl)-4-phenyl-[2,4'-bithiazole]-2'-amine ClC=1C=C(C=CC1)NC=1SC=C(N1)C=1SC=C(N1)C1=CC=CC=C1